alpha-(fluoromethyl)glutamic acid FC[C@](N)(CCC(=O)O)C(=O)O